O=C1NC(CCC1N1C(C2=CC(=CC(=C2C1)OCC=1N=NN(C1)CCCCNC([O-])=O)S(=O)(=O)F)=O)=O [4-[4-[[2-(2,6-dioxo-3-piperidyl)-6-fluorosulfonyl-1-oxo-isoindolin-4-yl]oxymethyl]triazol-1-yl]butyl]carbamate